ClC12C(C(=CC(=C1)Cl)Cl)O2 1,3,5-trichlorobenzene oxide